N-(diethyl(oxo)-λ6-sulfaneylidene)-1-(4-(5-(trifluoromethyl)-1,2,4-oxadiazol-3-yl)phenyl)-1H-pyrazole-4-carboxamide C(C)S(=NC(=O)C=1C=NN(C1)C1=CC=C(C=C1)C1=NOC(=N1)C(F)(F)F)(=O)CC